2-(4-isopropyl-5-(8-methoxy-[1,2,4]triazolo[1,5-a]pyridin-6-yl)-1H-pyrazol-3-yl)-4-methyl-5-(6-(tetrahydro-2H-pyran-4-yl)-2,6-diazaspiro[3.3]heptan-2-yl)thiazole C(C)(C)C=1C(=NNC1C=1C=C(C=2N(C1)N=CN2)OC)C=2SC(=C(N2)C)N2CC1(C2)CN(C1)C1CCOCC1